FC1(C(C1)C(=O)Cl)F 2,2-difluorocyclopropane-1-carbonyl chloride